N[C@@H]1CN(CCC1)C1=C2C(=NC=C1NC(=O)C=1N=C(SC1)C1=C(C=CC=C1F)F)SC=C2 N-{4-[(3S)-3-Aminopiperidin-1-yl]thieno[2,3-b]pyridin-5-yl}-2-(2,6-difluorophenyl)-1,3-thiazole-4-carboxamide